(1R,2R)-N-[8-amino-6-(4-methylpyridin-3-yl)-2,7-naphthyridin-3-yl]-2-(2-Hydroxypropan-2-yl)cyclopropane-1-carboxamide NC=1N=C(C=C2C=C(N=CC12)NC(=O)[C@H]1[C@@H](C1)C(C)(C)O)C=1C=NC=CC1C